C(C)N1C(N(SC1=NCCCCCCCNC=1C2=CC=CC=C2N=C2CCCCC12)CCC)=O 4-Ethyl-2-propyl-5-[7-(1,2,3,4-tetrahydro-acridin-9-ylamino)-heptyl-imino]-[1,2,4]thiadiazolidin-3-one